ClC1=C2C(=NN(C2=CC=C1C#CCNC(OC(C)(C)C)=O)C)N1C(NC(CC1)=O)=O tert-butyl (3-(4-chloro-3-(2,4-dioxotetrahydropyrimidin-1(2H)-yl)-1-methyl-1H-indazol-5-yl)prop-2-yn-1-yl)carbamate